C1=CC=CC=2C3=CC=CC=C3C(C12)COC(=O)N[C@H](C(=O)OC(C)(C)C)CSC(F)(F)F tert-butyl (2R)-2-(9H-fluoren-9-ylmethoxycarbonylamino)-3-(trifluoromethylsulfanyl)-propanoate